OC(CCCCCCCC(=O)O)C(CCCCCCCCO)O.C(C1=CC=CC=C1)OC1=CC=C2C(=C(COC2=C1)Br)C1=CC=C(C=C1)N1CCC(CC1)C(OC)OC 1-{4-[7-(benzyloxy)-3-bromo-2H-chromen-4-yl]phenyl}-4-(dimethoxymethyl)piperidine 9,10,18-trihydroxyoctadecanoate